3-(cyclopropylmethoxy)-N-(3,5-dichloropyridin-4-yl)-4-(difluoromethoxy)-N-(2-(2-(2-(3-((2-(2,6-dioxopiperidin-3-yl)-1-oxoisoindolin-4-yl)amino)propoxy)ethoxy)ethoxy)ethyl)benzamide C1(CC1)COC=1C=C(C(=O)N(CCOCCOCCOCCCNC2=C3CN(C(C3=CC=C2)=O)C2C(NC(CC2)=O)=O)C2=C(C=NC=C2Cl)Cl)C=CC1OC(F)F